N-((1-(6-phenyl-5-(pyridin-4-yl)pyrazin-2-yl)piperidin-4-yl)methyl)pivaloamide C1(=CC=CC=C1)C1=C(N=CC(=N1)N1CCC(CC1)CNC(C(C)(C)C)=O)C1=CC=NC=C1